4,4'-(5,5,5',5'-tetramethyl-5,5',6,6'-tetrahydro-7,7'-spirobi[indenooxazole]-2,2'-diyl)bis(3-methylaniline) CC1(CC2(C3=CC4=C(N=C(O4)C4=C(C=C(N)C=C4)C)C3=C1)C1=CC3=C(N=C(O3)C3=C(C=C(N)C=C3)C)C1=CC(C2)(C)C)C